C(C)(C)(C)OC(=O)N1C[C@@H]2CNC3=C(C(N2CC1)=O)C=CC(=C3Cl)Br (12aS)-9-bromo-10-chloro-6-oxo-3,4,6,11,12,12a-hexahydropyrazino[2,1-c][1,4]benzodiazepine-2(1H)-carboxylic acid tert-butyl ester